O1C(OCC1)C=1C(=C(C2=C(C(=NO2)N2C(SC(=C2)CS(=O)(=O)OC)=O)C1)F)F methyl (R)-(3-(5-(1,3-dioxolan-2-yl)-6,7-difluorobenzo[d]isoxazol-3-yl)-2-oxothiazol-5-yl)mesylate